4-chloro-3,5-diethyl-pyrazol ClC=1C(=NNC1CC)CC